C(CCCCCCCCCCC)C1=C(C=CC=C1)OC(NC1=CC=CC=C1)=S N-phenylthiocarbamic acid (dodecylphenyl) ester